C(C)(C)(C)OC(=O)N1C(CN(CC1)[C@@H]1CC[C@H](CC1)C1=CC(=C2C(=NC=NN21)N)C2=CC=C(C=C2)OC2=CC=CC=C2)C 4-((trans)-4-(4-amino-5-(4-phenoxyphenyl)pyrrolo[2,1-f][1,2,4]triazin-7-yl)cyclohexyl)-2-methylpiperazine-1-carboxylic acid (S)-tert-butyl ester